3-(4,4-dimethyl-2,5-dioxoimidazolidin-1-yl)propenamide CC1(NC(N(C1=O)C=CC(=O)N)=O)C